2-(3,5-dichloro-4-(4-hydroxy-3-(pyridin-4-yl)benzyl)phenoxy)-N-methylacetamide ClC=1C=C(OCC(=O)NC)C=C(C1CC1=CC(=C(C=C1)O)C1=CC=NC=C1)Cl